2'-O-allyluridine C(C=C)O[C@H]1[C@@H](O[C@@H]([C@H]1O)CO)N1C(=O)NC(=O)C=C1